((5-(4-(tert-butyl)phenyl)-1-(4-fluorophenyl)-1H-1,2,4-triazol-3-yl)methyl)-4,4-dimethylpiperidine C(C)(C)(C)C1=CC=C(C=C1)C1=NC(=NN1C1=CC=C(C=C1)F)CN1CCC(CC1)(C)C